5-(tert-butyl)-N-(3-fluoro-4-(6-(1-methyl-1H-pyrazol-4-yl)pyrazolo[1,5-a]pyrazin-4-yl)benzyl)-1,2,4-oxadiazole-3-carboxamide C(C)(C)(C)C1=NC(=NO1)C(=O)NCC1=CC(=C(C=C1)C=1C=2N(C=C(N1)C=1C=NN(C1)C)N=CC2)F